N1N=C(C2=C1CNC2)C=O (1,4,5,6-tetrahydropyrrolo[3,4-c]pyrazol-3-yl)methanone